4-(methylnitrosoamino)-1-(3-pyridyl)-1-butanal CN(CCCC(=O)C=1C=NC=CC1)N=O